2-((2-((2-(3-(2-((cyanomethyl)amino)eth-yl)-2-oxoimidazolidin-1-yl)ethyl)amino)ethyl)amino)acetonitrile C(#N)CNCCN1C(N(CC1)CCNCCNCC#N)=O